(S)-2,6-Dichloro-N-(4-(piperidin-3-yl)-phenyl)-isonicotinamid ClC=1C=C(C(=O)NC2=CC=C(C=C2)[C@H]2CNCCC2)C=C(N1)Cl